BrC1=C(C=C2C(NC(N(C2=C1)C1=C(C=NC=C1)C1CC1)=O)=O)Cl 7-bromo-6-chloro-1-(3-cyclopropyl-pyridin-4-yl)-quinazoline-2,4(1H,3H)-dione